[Ca+2].C(C)(C)(C)C=1C=C(CS(=O)(=O)[O-])C=C(C1O)C(C)(C)C.C(C)(C)(C)C=1C=C(CS(=O)(=O)[O-])C=C(C1O)C(C)(C)C bis(3,5-di-tert-butyl-4-hydroxybenzyl-sulfonate) calcium